(3-(1-methylallyloxy)-2-((1-methylallyloxy) methyl) propyl) difluorophosphate P(=O)(OCC(COC(C=C)C)COC(C=C)C)(F)F